O[C@@H]1[C@H](O[C@@H]([C@H]([C@H]1O)O)CC#C)CCP(O)(O)=O (2-((2r,3s,4r,5s,6r)-3,4,5-trihydroxy-6-(prop-2-yn-1-yl)tetrahydro-2H-pyran-2-yl)ethyl)phosphonic acid